N1C(=CC2=CC=CC=C12)C(C#C)O alpha-indolylpropynol